C(CCC)C1=CC=C(C=C1)CC(=O)Cl 2-(4-butylphenyl)acetyl chloride